tri(pyrrolidino)vinylsilane N1(CCCC1)C(=C(N1CCCC1)N1CCCC1)[SiH3]